NCC(CNC(COC)C1=CN=C(S1)NC(OC(C)(C)C)=O)(F)F tert-butyl (5-(1-((3-amino-2,2-difluoropropyl)amino)-2-methoxyethyl)thiazol-2-yl)carbamate